C(CCCCCCC\C=C/C\C=C/CCCCC)C1(OCC(O1)CCCN(C)C)CCCCCCCC\C=C/C\C=C/CCCCC 2,2-dilinoleyl-4-dimethylaminopropyl-[1,3]-dioxolane